1-(3-(3-(1H-imidazol-1-yl)quinoxaline-6-carbonyl)-4,5-difluorophenyl)-3-(3,4-difluorophenyl)urea N1(C=NC=C1)C=1C=NC2=CC=C(C=C2N1)C(=O)C=1C=C(C=C(C1F)F)NC(=O)NC1=CC(=C(C=C1)F)F